BrC1=CC(=CC2=C1SC=C2)C2(OCCO2)C 2-(7-bromobenzo[b]thiophen-5-yl)-2-methyl-1,3-dioxolane